BrC=1C(=C(SC1Br)C(=O)N[C@@H](C(C)C)C(=O)NOC)C N2-[(4,5-dibromo-3-methyl-2-thienyl)carbonyl]-N-methoxyvalinamide